4-(6,7-Dimethoxy-quinolin-3-yl)-benzoic acid COC=1C=C2C=C(C=NC2=CC1OC)C1=CC=C(C(=O)O)C=C1